C(C)(C)C1CCC(CC1)(O)C=C 4-isopropyl-1-vinylcyclohexane-1-ol